stearylerucate C(CCCCCCCCCCCCCCCCC)OC(CCCCCCCCCCC\C=C/CCCCCCCC)=O